OC(C(=O)N)C=1C=NC=CC1 2-hydroxy-2-(pyridin-3-yl)acetamide